N=1C=NN2C1C=C(C=C2)OC2=C(C=C(C=C2)NC2=NC=NN1C2=C(C=C1)[C@H]1CCN(CCC1)C([C@H](F)Cl)=O)C (R)-1-((R)-4-(4-((4-([1,2,4]triazolo[1,5-a]pyridin-7-yloxy)-3-methylphenyl)amino)pyrrolo[2,1-f][1,2,4]triazin-5-yl)azepan-1-yl)-2-chloro-2-fluoroethan-1-one